OC[C@H](C)N1C=NC2=C(C1=O)C=C(N=C2C=2C=NN(C2)C)C2=NC=C(C=C2)C(F)(F)F (S)-3-(1-hydroxy-prop-2-yl)-8-(1-methyl-1H-pyrazol-4-yl)-6-(5-(trifluoromethyl)pyridin-2-yl)pyrido[3,4-d]pyrimidin-4(3H)-one